FC=1C=CC2=C(NC(=NS2(=O)=O)NCC2=CC(=CC=C2)F)C1C(C)C1=CC=C(C=C1)S(=O)(=O)C 6-fluoro-3-((3-fluorobenzyl)amino)-5-(1-(4-(methylsulfonyl)phenyl)ethyl)-4H-benzo[e][1,2,4]thiadiazine 1,1-dioxide